L-Isoleucine-tert-butyl ester C(C)(C)(C)OC([C@@H](N)[C@@H](C)CC)=O